ClC1=C(C(=O)NC=2C(=C(C(=CC2)F)N(C(OC(C)(C)C)=O)C)F)C=C(C=C1)NC(=O)[C@@H]1C([C@H]1C1=CC(=C(C=C1)Cl)Cl)(Cl)Cl tert-Butyl (3-(2-chloro-5-((1R,3R)-2,2-dichloro-3-(3,4-dichlorophenyl)cyclopropane-1-carboxamido)benzamido)-2,6-difluorophenyl)(methyl)carbamate